4-[4-cyano-6-(2,4-dimethyl-phenyl)-3-hydroxy-pyridin-2-yl]-4-oxo-butyric acid ethyl ester C(C)OC(CCC(=O)C1=NC(=CC(=C1O)C#N)C1=C(C=C(C=C1)C)C)=O